2-tertiary butyl-5-methyl-anisole C(C)(C)(C)C1=C(C=C(C=C1)C)OC